4-chloro-2-(5-methyl-1H-pyrazol-3-yl)-1-p-toluenesulfonyl-1H-pyrrole ClC=1C=C(N(C1)S(=O)(=O)C1=CC=C(C)C=C1)C1=NNC(=C1)C